2-((2,3-dihydropyrazolo[5,1-b]oxazol-6-yl)methyl)-6-((2-methylthiazol-4-yl)sulfonyl)phthalazin-1(2H)-one O1C=2N(CC1)N=C(C2)CN2C(C1=CC=C(C=C1C=N2)S(=O)(=O)C=2N=C(SC2)C)=O